cyclopropyl-(1-methyl-1H-pyrazol-5-yl)methanol C1(CC1)C(O)C1=CC=NN1C